2,2'-dibenzoylaminobiphenyl disulfide C(C1=CC=CC=C1)(=O)NC12C(C=CC3C1S3)(C3=C(C=CC=C3)NC(C3=CC=CC=C3)=O)S2